C1(=CC=CC=C1)C(C1=CC=CC=C1)=NC1=CC(=NC=C1F)C(C=O)C(C)C 2-(4-((diphenylmethylene)amino)-5-fluoropyridin-2-yl)-3-methylbutanal